C1(=CC=CC=C1)N(C=1C=C(C2=CC=CC=C2C1)OB(O)O)C1=CC=CC=C1 (3-(diphenylamino)naphthalen-1-yl)boric acid